C(C)(C)(C)C=1N=C(C2=C(N1)N(N=N2)CC2=NN=NN2C)N2C[C@H](CC2)O (S)-1-[5-tert-Butyl-3-(1-methyl-1H-tetrazol-5-ylmethyl)-3H-[1,2,3]triazolo[4,5-d]pyrimidin-7-yl]-pyrrolidin-3-ol